F[C@H]1C[C@H](CO[C@@H]1C=1OC(=NN1)C1(CCC1)OC(F)(F)F)NC(OC(C)(C)C)=O tert-butyl ((3R,5S,6R)-5-fluoro-6-(5-(3-cis-(trifluoromethoxy)cyclobutyl)-1,3,4-oxadiazol-2-yl)tetrahydro-2H-pyran-3-yl)carbamate